CN(C=1C=CC=2N(C3=CC=C(C=C3SC2C1)N(C)C)C(=O)N[C@@H](C(C)C)C(=O)N[C@@H](CCCCN)C(=O)N[C@@H](CC(C)C)C(=O)N[C@@H](CCC(=O)O)C(=O)N[C@@H](CCC(N)=O)C(=O)N[C@@H](CC1=CC=CC=C1)C(=O)N[C@@H](CCCCN)C(=O)N[C@@H](CCC(=O)O)C(=O)N[C@@H](C(C)C)C(=O)N[C@@H]([C@H](O)C)C(=O)N[C@@H](CCC(=O)O)C(=O)O)C (3,7-bis(dimethyl-amino)-10H-phenothiazine-10-carbonyl)-valyl-lysyl-leucyl-glutamyl-glutaminyl-phenylalanyl-lysyl-glutamyl-valyl-threonyl-glutamic acid